N(=[N+]=[N-])CCOCCOCCOCCOCCOCC1CCC(CC1)NC(OC(C)(C)C)=O tert-butyl ((1R,4R)-4-(16-azido-2,5,8,11,14-pentaoxahexadecyl)cyclohexyl)carbamate